NC1=C2N=CN(C2=NC(=N1)Cl)[C@H]1[C@H]([C@@H]([C@H](O1)COC(C(=O)O)(C(=O)O)CC1=CC=C(C=C1)OCC(=O)O)O)F 2-(((2R,3R,4S,5R)-5-(6-amino-2-chloro-9H-purin-9-yl)-4-fluoro-3-hydroxytetrahydrofuran-2-yl)methoxy)-2-(4-(carboxymethoxy)benzyl)malonic acid